FC(C=1C=C(C=C(C1)C(F)(F)F)C(CC(=O)O)NC(=O)[C@H]1CN(CCC1)CCCC1=NC=2NCCCC2C=C1)(F)F 3-(3,5-bis(trifluoromethyl)phenyl)-3-((R)-1-(3-(5,6,7,8-tetrahydro-1,8-naphthyridin-2-yl)propyl)piperidine-3-carboxamido)propanoic acid